10-(2-chloroethyl)-10H-phenothiazine ClCCN1C2=CC=CC=C2SC=2C=CC=CC12